C(C)(SCCOCCN1CCN(CC1)CCO[Si](C)(C)C(C)(C)C)=O S-(2-(2-(4-(2-((tert-butyldimethylsilyl)oxy)ethyl)piperazin-1-yl)ethoxy)ethyl) ethanethioate